ClC1=CC2=C(N(C(C3=C(N2)C=CC=C3)=O)CCOC3OCCCC3)C=C1 7-chloro-10-[2-(tetrahydro-2H-pyran-2-yloxy)ethyl]-5,10-dihydro-11H-dibenzo[b,e][1,4]diazepin-11-one